[1,3-bis(benzyloxy)propan-2-yl]oxy-4-(2,6-dimethoxyphenyl)-6-oxopyran-2-carboxylic acid C(C1=CC=CC=C1)OCC(COCC1=CC=CC=C1)OC1=C(OC(C=C1C1=C(C=CC=C1OC)OC)=O)C(=O)O